(2R,4R)-6-chloro-4-hydroxy-N-[3-(4-{(1RS,2RS)-2-[(trifluoromethoxy)methyl]cyclopropyl}-1H-pyrazol-1-yl)bicyclo[1.1.1]pentan-1-yl]-3,4-dihydro-2H-1-benzopyran-2-carboxamide ClC=1C=CC2=C([C@@H](C[C@@H](O2)C(=O)NC23CC(C2)(C3)N3N=CC(=C3)[C@H]3[C@@H](C3)COC(F)(F)F)O)C1 |&1:23,24|